(7R,8S)-8-Hydroxy-7-((R)-5H-imidazo[5,1-a]isoindol-5-yl)-5,6,7,8-tetrahydrochinolin-3-carbonitril O[C@H]1[C@H](CCC=2C=C(C=NC12)C#N)[C@H]1N2C(C3=CC=CC=C13)=CN=C2